C12C=CCC=CC2C1 Bicyclo[5.1.0]octa-2,5-diene